1-((2-(4-Ethoxyphenyl)-2-methylpropoxy)methyl)-3-phenoxybenzene C(C)OC1=CC=C(C=C1)C(COCC1=CC(=CC=C1)OC1=CC=CC=C1)(C)C